NC1=NC2=CC(=CC=C2C=C1COC)CN(C(=O)C=1C=NC(=CC1)C1CC1)C=1C(=NC=CC1)S(=O)(=O)C N-{[2-amino-3-(methoxymethyl)quinolin-7-yl]methyl}-6-cyclopropyl-N-(2-methanesulfonylpyridin-3-yl)pyridine-3-carboxamide